CC1C=CC=CC=1NC(=N)NC1C=CC=CC=1C di-o-tolylguanidine